C1(CC1)C1=CC(N(C=C1CCN(C)C)C(C(=O)O)CC(C)C)=O 2-(4-cyclopropyl-5-(2-(dimethylamino)ethyl)-2-oxopyridin-1(2H)-yl)-4-methylpentanoic acid